[Br-].C(C)OC(OCC)[SiH2]CCCOC1=C(C=C(C=C1)O)[P+](CCCC)(CCCC)CCCC (2-[3-(diethoxymethylsilyl)propoxy]-5-hydroxyphenyl)tri(n-butyl)phosphonium bromide